FP1=NP=NP=N1 (monofluoro)cyclotriphosphazene